(R)-(3-chloro-1-methyl-1H-1,2,4-triazol-5-yl)(4-(pyrazolo[1,5-a]pyridin-2-yl)-6,7-dihydro-1H-imidazo[4,5-c]pyridin-5(4H)-yl)methanone ClC1=NN(C(=N1)C(=O)N1[C@H](C2=C(CC1)NC=N2)C2=NN1C(C=CC=C1)=C2)C